Cl.Cl.NC=1C=C(C=CC1)C(C(=O)OC1CN2CCC1CC2)(C2=CC=CC=C2)O quinuclidin-3-yl 2-(3-aminophenyl)-2-hydroxy-2-phenylacetate dihydrochloride